9-[4-(10-phenyl-9-anthracenyl)phenyl]-9H-carbazole tert-butyl-N-tert-butoxycarbonyl-N-[4-methoxy-5-(3-oxopropyl)pyrimidin-2-yl]carbamate C(C)(C)(C)OC(N(C1=NC=C(C(=N1)OC)CCC=O)C(=O)OC(C)(C)C)=O.C1(=CC=CC=C1)C1=C2C=CC=CC2=C(C2=CC=CC=C12)C1=CC=C(C=C1)N1C2=CC=CC=C2C=2C=CC=CC12